C1=CC=CC2=CC3=CC=CC=C3C(=C12)C(=O)N1CCC(CC1)N1C[C@@H](CCC1)C(=O)N1CCOCC1 1-[1'-(Anthracen-9-ylcarbonyl)-1,4'-bipiperidin-3(R)-yl]-1-(4-morpholinyl)methanone